NC1=NC=C(C2=C1C=NN2)NC(C(N2[C@H](CC[C@@H](C2)C)C2CCOCC2)=O)=O N-(4-amino-1H-pyrazolo[4,3-c]pyridin-7-yl)-2-oxo-2-[(2R,5S)-5-methyl-2-tetrahydropyran-4-yl-1-piperidyl]acetamide